3-[4-fluoro-1-oxo-5-[4-[[4-(4-piperidylmethyl)-1-piperidyl]methyl]-1-piperidyl]isoindolin-2-yl]piperidine-2,6-dione FC1=C2CN(C(C2=CC=C1N1CCC(CC1)CN1CCC(CC1)CC1CCNCC1)=O)C1C(NC(CC1)=O)=O